FCC1=NC(=CC(=N1)N)N 2-(fluoromethyl)pyrimidine-4,6-diamine